(4R,5S)-5-(3,4-difluoro-2-methoxyphenyl)-2-methyl-2-(trifluoromethyl)-1,3-dioxolane-4-carboxylic acid FC=1C(=C(C=CC1F)[C@H]1[C@@H](OC(O1)(C(F)(F)F)C)C(=O)O)OC